FC([C@H]1N(C(OC1)=O)C=1N=C2N(CCOC3=C2C=CC(=C3F)I)C1)F (S)-4-(difluoromethyl)-3-(8-fluoro-9-iodo-5,6-dihydrobenzo[f]imidazo[1,2-d][1,4]oxazepin-2-yl)oxazolidin-2-one